[4-[4-(Pentafluoro-lambda6-sulfanyl)-phenyl]-sulfonylmorpholin-2-yl]benzothiophen-2-carboxamid FS(C1=CC=C(C=C1)S(=O)(=O)N1CC(OCC1)C1=C(SC2=C1C=CC=C2)C(=O)N)(F)(F)(F)F